N-(tetrahydropyranyl-oxyphenyl)maleimide tert-butyl-(2S,3R,6R)-2,6-dimethyl-3-(((3-methyl-5-(trifluoromethyl)pyridin-2-yl)amino)methyl-d2)morpholine-4-carboxylate C(C)(C)(C)OC(=O)N1[C@@H]([C@@H](O[C@@H](C1)C)C)C([2H])([2H])NC1=NC=C(C=C1C)C(F)(F)F.O1C(CCCC1)OC1=C(C=CC=C1)N1C(C=CC1=O)=O